(3R)-7-bromo-5-(1-cyclopropyl-2-(2-methoxy-2H-indazole-5-carboxamido)-1-hydroxyethyl)-3-methyl-2,3-dihydrofuro[2,3-C]pyridine-3-carboxamide BrC=1N=C(C=C2C1OC[C@@]2(C(=O)N)C)C(CNC(=O)C2=CC1=CN(N=C1C=C2)OC)(O)C2CC2